[Cl-].C(CCCCCCCCC)[N+](CCC[Si](OC)(OC)OC)(C)CCCCCCCCCC N,N-DIDECYL-N-METHYL-N-(3-TRIMETHOXYSILYLPROPYL)AMMONIUM CHLORIDE